(9H-Fluoren-9-yl)methyl 2-(4-formylpyridin-3-yl)-4-(trifluoromethyl)piperidine-1-carboxylate C(=O)C1=C(C=NC=C1)C1N(CCC(C1)C(F)(F)F)C(=O)OCC1C2=CC=CC=C2C=2C=CC=CC12